4-[6-chloro-3-[[(1R)-1-[3,6-dimethyl-4-oxo-2-(3-pyridinyl)benzopyran-8-yl]ethyl]amino]-2-pyridinyl]piperazine-1-carboxylic acid tert-butyl ester C(C)(C)(C)OC(=O)N1CCN(CC1)C1=NC(=CC=C1N[C@H](C)C1=CC(=CC=2C(C(=C(OC21)C=2C=NC=CC2)C)=O)C)Cl